ClC1=NC=C(C(=C1)C1=C(C=NC(=C1)C)C(=O)NC1=NN=C(S1)C(=O)O)OC 5-{2'-chloro-5'-methoxy-6-methyl-(4,4'-bipyridine)-3-amido}-1,3,4-thiadiazole-2-carboxylic acid